2,5-dichloro-N-((1r,4r)-4-((3-(6-methoxypyridin-3-yl)-2-oxo-2,3-dihydro-1H-benzo[d]imidazol-1-yl)methyl)cyclohexyl)nicotinamide ClC1=C(C(=O)NC2CCC(CC2)CN2C(N(C3=C2C=CC=C3)C=3C=NC(=CC3)OC)=O)C=C(C=N1)Cl